C(C)(C)(C)OOC(C(=O)O)(CCCC)CC t-butylperoxy(2-ethylhexanoic acid)